ClC1=CC=C2C(N=CN(C2=C1)CC(=O)Cl)=O 2-(7-chloro-4-oxoquinazolin-1(4H)-yl)acetyl chloride